C(C)O[Si](C)(C)CCCSSSSCCC[Si](C)(C)OCC bis(mono-ethoxydimethylsilanylpropyl) tetrasulfide